Propyl ((S)-3-cyclohexyl-1-(((S)-5-(2,3-dihydrobenzo[f][1,4]oxazepin-4(5H)-yl)-1-hydroxy-5-oxopentan-2-yl)amino)-1-oxopropan-2-yl)carbamate C1(CCCCC1)C[C@@H](C(=O)N[C@H](CO)CCC(=O)N1CCOC2=C(C1)C=CC=C2)NC(OCCC)=O